CN1N=C(C=C1C)C=1C(=NC2=C(C=C(C=C2C1C)CC)F)N1CCC(CC1)N[C@@H]1[C@H](COCC1)O (3R,4S)-4-((1-(3-(1,5-dimethyl-1H-pyrazol-3-yl)-6-ethyl-8-fluoro-4-methylquinolin-2-yl)piperidin-4-yl)amino)tetrahydro-2H-pyran-3-ol